2,2'-oxydi(1-propyl) isocyanate O(C(CN=C=O)C)C(CN=C=O)C